5-(1-{[(3R)-6-butoxy-3-methyl-3,4-dihydro-2-naphthyl]Methyl}-3-azetidinyl)-1H-tetrazole C(CCC)OC=1C=C2C[C@H](C(=CC2=CC1)CN1CC(C1)C1=NN=NN1)C